COC1=CC=C(C=C1)C(OCCN(CCOC(CCC(=O)O)=O)C1=CC(=C(C=C1)N=NC1=C(C=C(C(=C1)OC)N=NC1=CC=C(C=C1)[N+](=O)[O-])OC)OC)(C1=CC=CC=C1)C1=CC=C(C=C1)OC 4-(2-((2-(bis(4-methoxyphenyl)(phenyl)methoxy)ethyl)(4-((2,5-dimethoxy-4-((4-nitrophenyl)diazenyl)phenyl)diazenyl)-3-methoxyphenyl)amino)ethoxy)-4-oxobutanoic acid